C(C)(C)(C)OC(N(C)CCCCCCN)=O N-(6-aminohexyl)-N-methyl-carbamic acid tert-butyl ester